1,1,1,3,3,3-hexafluoropropan-2-yl 1-(3-(trifluoromethyl)-5-(4-(trifluoromethyl) piperidin-1-yl) benzyl)-1,8-diazaspiro[4.5]decane-8-carboxylate FC(C=1C=C(CN2CCCC23CCN(CC3)C(=O)OC(C(F)(F)F)C(F)(F)F)C=C(C1)N1CCC(CC1)C(F)(F)F)(F)F